C(#N)C1(C(C1)(CC)CC)C1=NC=CC=C1C#N 2-(1-cyano-2,2-diethyl-cyclopropyl)pyridine-3-carbonitrile